NC1=C(C=O)C=C(C=C1)OC(F)(F)F 2-amino-5-trifluoromethoxybenzaldehyde